(S)-2-(4-fluoro-3-(trifluoromethoxy)phenyl)-1-(4-((5R,7R)-7-hydroxy-5-methyl-6,7-dihydro-5H-cyclopenta[d]pyrimidin-4-yl)piperazin-1-yl)-3-(isopropylamino)propan-1-one FC1=C(C=C(C=C1)[C@H](C(=O)N1CCN(CC1)C=1C2=C(N=CN1)[C@@H](C[C@H]2C)O)CNC(C)C)OC(F)(F)F